ClC=1C(=NC(=NC1)NC1=CC(=C(C=C1OC)N1CCC(CC1)N1CCN(CC1)C(=O)OC(C)(C)C)CC)NC=1C(=C2N=CC=NC2=CC1)NS(=O)(=O)C tert-Butyl 4-(1-(4-((5-chloro-4-((5-(methylsulfonamido)quinoxalin-6-yl)amino)pyrimidin-2-yl)amino)-2-ethyl-5-methoxyphenyl)piperidin-4-yl)piperazine-1-carboxylate